(R)-1-(1-acryloylpiperidine-3-yl)-4-amino-N-(2-bromo-4-(2-(dimethylamino)-2-oxoethyl)phenyl)-1H-pyrazolo[3,4-d]pyrimidine-3-carboxamide C(C=C)(=O)N1C[C@@H](CCC1)N1N=C(C=2C1=NC=NC2N)C(=O)NC2=C(C=C(C=C2)CC(=O)N(C)C)Br